3-(3-(methylsulfonyl)benzoyl)-3-azabicyclo[3.1.0]hexane-2-carboxamide CS(=O)(=O)C=1C=C(C(=O)N2C(C3CC3C2)C(=O)N)C=CC1